C1(=CC(=CC=C1)C1=NC=CC=C1C1=CC=NC2=CC=CC=C12)C 4-(2-(m-Tolyl)pyridin-3-yl)quinoline